5-tert-butylbenzofuran-7-sulfonyl chloride C(C)(C)(C)C=1C=C(C2=C(C=CO2)C1)S(=O)(=O)Cl